1-(2-amino-5-bromo-3-chlorophenyl)ethan-1-one NC1=C(C=C(C=C1Cl)Br)C(C)=O